C(CCCCCCCCCCCCCCCCCCC)[SiH](C)C eicosanyl-dimethyl-silane